ClC=1C=C(C=CC1C(F)(F)F)NC(=O)N1[C@H]2CC[C@@H]1\C(\C=1N=C(N=CC12)O)=N/O (5S,8R,E)-N-(3-chloro-4-(trifluoromethyl)phenyl)-2-hydroxy-9-(hydroxyimino)-6,7,8,9-tetrahydro-5H-5,8-epiminocyclohepta[d]pyrimidine-10-carboxamide